[C@@H]1([C@H](O)[C@H](O)[C@@H](O)[C@@H](O1)C)OC1=CC(=C(C(/C=C/C2=CC=CC=C2)=O)C=C1)O 4'-(alpha-L-Rhamnopyranosyloxy)-2'-hydroxy-trans-chalcone